O=C1NC(CCC1N1CC2=CC=CC(=C2C1=O)OCCCCN1CCN(CC1)C1=CC=C(N=N1)C(=O)N1CCC(CC1)CCCCNC(\C=C\C=1C=NC=CC1)=O)=O (E)-N-(4-(1-(6-(4-(4-((2-(2,6-dioxopiperidin-3-yl)-3-oxoisoindolin-4-yl)oxy)butyl)piperazin-1-yl)pyridazine-3-carbonyl)piperidin-4-yl)butyl)-3-(pyridin-3-yl)acrylamide